C(=O)(O)C=1C=C(C=CC1OC1=C(C=C(C=C1)[N+](=O)[O-])C(F)(F)F)C1=CC(=C(C=C1)OC1=C(C=C(C=C1)[N+](=O)[O-])C(F)(F)F)C(=O)O 3,3'-dicarboxyl-4,4'-bis(4-nitro-2-trifluoromethylphenoxy)biphenyl